1-(5-(methoxycarbonyl)pyrimidin-2-yl)piperidine-4-carboxylic acid COC(=O)C=1C=NC(=NC1)N1CCC(CC1)C(=O)O